FC1=C(C=CC=C1C[C@@H]1N(CC2(CC2)[C@@H]1NS(=O)(=O)C)C(=O)N(C)C)C1=CC=CC=C1 (6S,7S)-6-((2-fluoro-[1,1'-biphenyl]-3-yl)methyl)-N,N-dimethyl-7-(methylsulfonylamino)-5-azaspiro[2.4]heptane-5-carboxamide